C(=O)C=1C=C2C=CN(C2=CC1)C(=O)OC(C)(C)C tert-butyl 5-formylindole-1-carboxylate